(S)-2-((R)-6-fluoroisochroman-1-yl)pyrrolidine FC=1C=C2CCO[C@H](C2=CC1)[C@H]1NCCC1